1-(8-(1-acetyl-1,2,3,6-tetrahydropyridin-4-yl)-7-(4-(trifluoromethyl)-phenoxy)-3,4-dihydroisoquinolin-2(1H)-yl)-3-(methylsulfonyl)propan-1-one C(C)(=O)N1CCC(=CC1)C=1C(=CC=C2CCN(CC12)C(CCS(=O)(=O)C)=O)OC1=CC=C(C=C1)C(F)(F)F